NC=1C(=NC2=C(C(=C(C=C2C1NC1C2CN(C1C2)C(=O)OC(C)(C)C)CCC#N)C2=CC(=CC1=CC=CC=C21)O)F)N2CC(C2)N(C)C tert-butyl (endo)-5-((3-amino-6-(2-cyanoethyl)-2-(3-(dimethylamino)azetidin-1-yl)-8-fluoro-7-(3-hydroxynaphthalen-1-yl)quinolin-4-yl)amino)-2-azabicyclo[2.1.1]hexane-2-carboxylate